FC(C1=C(C=C(C=C1)C1=CC(=CN1)CC)P(C)(C)=O)F (2-(difluoromethyl)-5-(3-ethyl-1H-pyrrol-5-yl)phenyl)dimethylphosphine oxide